ethyl 6-bromo-3-[(3S,4Z)-4-[(R)-tert-butylsulfinyl]imino-3-methyl-2-oxa-8-azaspiro[4.5]decan-8-yl]-5-methyl-pyrazine-2-carboxylate BrC1=C(N=C(C(=N1)C(=O)OCC)N1CCC2(/C(/[C@@H](OC2)C)=N/[S@](=O)C(C)(C)C)CC1)C